3-(2-chloro-6-(trifluoromethyl)pyrimidin-4-yl)-1-phenyl-3-azabicyclo[3.1.0]hexane ClC1=NC(=CC(=N1)N1CC2(CC2C1)C1=CC=CC=C1)C(F)(F)F